N1(CCCC1)CCNC(=O)OC(CCC(=O)O)CCCCC 4-(((2-(pyrrolidin-1-yl)ethyl)carbamoyl)oxy)nonanoic acid